(S)-4-(1-(5-(4-fluorophenyl)-1-(4-(trifluoromethyl)benzyl)-1H-benzo[d][1,2,3]triazole-7-carboxamido)ethyl)benzoic acid FC1=CC=C(C=C1)C1=CC2=C(N(N=N2)CC2=CC=C(C=C2)C(F)(F)F)C(=C1)C(=O)N[C@@H](C)C1=CC=C(C(=O)O)C=C1